dimethoxy-2-methyl-4,5'-bipyrimidin COC1=C(C(=NC=N1)OC)C1=NC(=NC=C1)C